C(OCCC\C=C/CC)([O-])=O carbonic acid, (3Z)-3-hexen-1-ylmethyl ester